FC(C1=CC=C(C(=O)N)C=C1)(F)F (E)-4-(trifluoromethyl)benzamide